ClC=1C(=CC(=NC1)NC(OC(C)(C)C)=O)C=O TERT-BUTYL 5-CHLORO-4-FORMYLPYRIDIN-2-YLCARBAMATE